tert-butyl 3-(5-methoxypyrazin-2-yl)-4-oxopiperidine-1-carboxylate COC=1N=CC(=NC1)C1CN(CCC1=O)C(=O)OC(C)(C)C